FC=1C=C2NC(C=3N(C2=C(C1C=1C=CC=C2C(=CNC12)C)F)C(=NN3)CC3=NC=CC=C3)(C)C 7,9-difluoro-4,4-dimethyl-8-(3-methyl-1H-indol-7-yl)-1-(pyridin-2-yl-methyl)-5H-[1,2,4]triazolo[4,3-a]quinoxaline